2-((2-chlorothiazol-5-yl)methyl)malonic acid ClC=1SC(=CN1)CC(C(=O)O)C(=O)O